Tert-butyl 4-((4-ethylpyridin-3-yl)(6-(trifluoromethyl)pyridin-3-yl)amino)piperidine-1-carboxylate C(C)C1=C(C=NC=C1)N(C1CCN(CC1)C(=O)OC(C)(C)C)C=1C=NC(=CC1)C(F)(F)F